7-deaza-2-Amino-purine NC1=NC=C2CC=NC2=N1